COCCC=1C(=NNC1C)O (2-methoxyethyl)-5-methyl-pyrazol-3-ol